FC1(CCN(CC1)C1=NC=2C(=CC(=CC2C=2N1C=NN2)C)[C@@H](C)N)F (R)-1-(5-(4,4-difluoropiperidin-1-yl)-9-methyl-[1,2,4]triazolo[4,3-c]quinazolin-7-yl)ethan-1-amine